(2S)-8-(1-(tert-butoxycarbonyl)piperidin-4-yl)-2,3-dimethyl-4,7-dioxo-11,14-dioxa-3,8-diazaheptadecanedioate C(C)(C)(C)OC(=O)N1CCC(CC1)N(C(CCC(N([C@H](C(=O)[O-])C)C)=O)=O)CCOCCOCCC(=O)[O-]